(R)-(1'-(3-acetyl-6-aminopyrazin-2-yl)-3H-spiro[Benzofuran-2,4'-piperidin]-3-yl)carbamate C(C)(=O)C=1C(=NC(=CN1)N)N1CCC2(CC1)OC1=C([C@H]2NC([O-])=O)C=CC=C1